6-(2-chloro-6-fluorophenyl)-2-((1-(1-isoPropylpiperidin-4-yl)-1H-indol-5-yl)amino)-8-(3-methoxyprop-1-yn-1-yl)pyrido[4,3-d]pyrimidine-5(6H)-one ClC1=C(C(=CC=C1)F)N1C(C2=C(N=C(N=C2)NC=2C=C3C=CN(C3=CC2)C2CCN(CC2)C(C)C)C(=C1)C#CCOC)=O